2-(2-methoxyphenyl)-5-phenyl-furan COC1=C(C=CC=C1)C=1OC(=CC1)C1=CC=CC=C1